(5-fluoro-2-(methoxyl-methoxy)phenyl)triethoxysilane FC=1C=CC(=C(C1)[Si](OCC)(OCC)OCC)OCOC